CC=1C=C(C=C(C1)C)C1=NC=CC2=CC(=CC=C12)[Si](C)(C)C 1-(3,5-dimethylphenyl)-6-(trimethylsilyl)isoquinoline